NC1=NN2C(C=C(C=C2)C=2C(=NC(=C(C(=O)OCC)C2)C)C)=N1 ethyl 5-(2-amino-[1,2,4]triazolo[1,5-a]pyridin-7-yl)-2,6-dimethylnicotinate